CCCCOC1=CC=C(C=C1)N=CC2=CC=C(C=C2)C#N 4'-cyanobenzylidene-4-butoxyaniline